methyl 6-((4-bromophenoxy) methyl)-1,4-dioxane-2-carboxylate BrC1=CC=C(OCC2COCC(O2)C(=O)OC)C=C1